[(1S,2S)-2-(4-fluoro-2,6-dimethyl-phenyl)-1-methyl-propyl] (2S)-2-[(3-hydroxy-4-meth-oxy-pyridine-2-carbonyl)amino]propanoate OC=1C(=NC=CC1OC)C(=O)N[C@H](C(=O)O[C@H]([C@@H](C)C1=C(C=C(C=C1C)F)C)C)C